tert-butyl N-[(3S)-1'-{3-hydroxy-1-[(4-methoxyphenyl)methyl]-1H-pyrazolo[3,4-b]pyrazin-6-yl}-1,3-dihydrospiro[indene-2,4'-piperidin]-3-yl]carbamate OC1=NN(C2=NC(=CN=C21)N2CCC1(CC2)CC2=CC=CC=C2[C@H]1NC(OC(C)(C)C)=O)CC1=CC=C(C=C1)OC